4-((6-(3-methyl-1H-pyrrolo[2,3-b]pyridine-5-yl)isochroman-8-yl)methyl)morpholine CC1=CNC2=NC=C(C=C21)C=2C=C1CCOCC1=C(C2)CN2CCOCC2